6-Amino-4-isopropyl-3-methyl-4-(3-(pyrrolidin-1-yl)-5-(trifluoromethyl)phenyl)-1,4-dihydropyrano[2,3-c]pyrazole-5-carbonitrile NC1=C(C(C2=C(NN=C2C)O1)(C1=CC(=CC(=C1)C(F)(F)F)N1CCCC1)C(C)C)C#N